2-bromo-N-(3-cyano-1-((2-(trimethylsilyl)ethoxy)methyl)-1H-indol-7-yl)-1-methyl-N-((2-(trimethylsilyl)ethoxy)methyl)-1H-imidazole-5-sulfonamide BrC=1N(C(=CN1)S(=O)(=O)N(COCC[Si](C)(C)C)C=1C=CC=C2C(=CN(C12)COCC[Si](C)(C)C)C#N)C